Cl.Cl.CC1=CC(=NC=C1)N1C=NC2=C1C=CC(=C2)C(=N)N 1-(4-methylpyridin-2-yl)-1H-benzo[d]imidazole-5-carboxamidine dihydrochloride